(5-methyl-2-(propan-2-ylidene)cyclohexyl)(octyl)sulfane CC1CCC(C(C1)SCCCCCCCC)=C(C)C